tert-butyl 4-(1-(4-((5-bromo-4-((5-(methylsulfonamido)quinoxalin-6-yl)amino)pyrimidin-2-yl)amino)-2-isopropyl-5-methoxyphenyl)piperidin-4-yl)piperazine-1-carboxylate BrC=1C(=NC(=NC1)NC1=CC(=C(C=C1OC)N1CCC(CC1)N1CCN(CC1)C(=O)OC(C)(C)C)C(C)C)NC=1C(=C2N=CC=NC2=CC1)NS(=O)(=O)C